1-(4-(5-(difluoromethyl)-1,3,4-oxadiazol-2-yl)-2-fluorobenzyl)-3-(1-methylpiperidin-4-yl)-5-(1-(methylsulfonyl)piperidin-4-yl)-1,3-dihydro-2H-benzo[d]imidazol-2-one FC(C1=NN=C(O1)C1=CC(=C(CN2C(N(C3=C2C=CC(=C3)C3CCN(CC3)S(=O)(=O)C)C3CCN(CC3)C)=O)C=C1)F)F